2-methylpropan-2-yl 3-(7-bromo-2,6-dichloro-8-fluoroquinazolin-4-yl)-3,8-diazabicyclo[3.2.1]octane-8-carboxylate BrC1=C(C=C2C(=NC(=NC2=C1F)Cl)N1CC2CCC(C1)N2C(=O)OC(C)(C)C)Cl